3-(Dibenzo[b,d]furan-2-yl)-3-(5-(2-(5,6,7,8-tetrahydro-1,8-naphthyridin-2-yl)ethoxy)-1H-indazol-1-yl)propanoic acid C1=C(C=CC=2OC3=C(C21)C=CC=C3)C(CC(=O)O)N3N=CC2=CC(=CC=C32)OCCC3=NC=2NCCCC2C=C3